BrC1=CC=CC(=N1)C(C(C)S(=O)(=O)N(CC1=CC=C(C=C1)OC)CC1=CC=C(C=C1)OC)O 1-(6-bromopyridin-2-yl)-1-hydroxy-N,N-bis(4-meth-oxybenzyl)propane-2-sulfonamide